ClC1=CC(=C(C=C1)N1N=NC(=C1CN1N=CC(=CC1=O)C=1C=NC(=C(C1)Cl)OC)C)F 2-[[3-(4-chloro-2-fluoro-phenyl)-5-methyl-triazol-4-yl]methyl]-5-(5-chloro-6-methoxy-3-pyridyl)pyridazin-3-one